2,2'-(2,5-thiophenediyl)bis[5-tert-butylbenzoxazole] S1C(=CC=C1C=1OC2=C(N1)C=C(C=C2)C(C)(C)C)C=2OC1=C(N2)C=C(C=C1)C(C)(C)C